O=C1NCC2=CC=C3C(=NNC3=C21)C(=O)N 8-oxo-1,6,7,8-tetrahydropyrrolo[3,4-g]indazole-3-carboxamide